N-(6-(4-(2-azaspiro[3.3]heptan-6-yloxy)-2-fluorophenyl)quinolin-4-yl)benzo[d]thiazol-5-amine C1NCC12CC(C2)OC2=CC(=C(C=C2)C=2C=C1C(=CC=NC1=CC2)NC=2C=CC1=C(N=CS1)C2)F